3-(7-oxaspiro[bicyclo[4.1.0]heptane-3,2'-[1,3]dioxolan]-6-yl)benzyl methanesulfonate CS(=O)(=O)OCC1=CC(=CC=C1)C12CCC3(OCCO3)CC2O1